(1R,3R,4R)-N-((R)-1-cyano-2-((R)-2-oxopiperidin-3-yl)ethyl)-5,5-difluoro-2-(4-methoxy-1H-indole-2-carbonyl)-2-azabicyclo[2.2.2]octane-3-carboxamide C(#N)[C@@H](C[C@@H]1C(NCCC1)=O)NC(=O)[C@@H]1N([C@H]2CC([C@@H]1CC2)(F)F)C(=O)C=2NC1=CC=CC(=C1C2)OC